C(C)(=O)NC1=CC2=C(C(CO2)=C=O)C=C1C(=O)OC methyl 6-acetylamino-3-carbonyl-2,3-dihydrobenzofuran-5-carboxylate